1-(4-((3,5-dichlorobenzyl)oxy)piperidine-1-carbonyl)-1H-pyrazole-3-carboxylic acid ClC=1C=C(COC2CCN(CC2)C(=O)N2N=C(C=C2)C(=O)O)C=C(C1)Cl